3-(2-oxo-3-vinyl-benzo[ct]indol-1-yl)piperidine-2,6-dione O=C1N(C2=CC=CC=3C2=C1C(=CC3)C=C)C3C(NC(CC3)=O)=O